The molecule is a quaternary ammonium ion that is a depolarising muscle relaxant whose structure comprises a decane-1,10-diamine core in which each amino group carries three methyl substituents. It has a role as a muscle relaxant and a nicotinic acetylcholine receptor agonist. It derives from a hydride of a decane. C[N+](C)(C)CCCCCCCCCC[N+](C)(C)C